C(C1=C(C(=CC(=C1)C(CC(C)(C)C)(C)C)N1N=C2C(=N1)C=CC=C2)O)C2=C(C(=CC(=C2)C(CC(C)(C)C)(C)C)N2N=C1C(=N2)C=CC=C1)O 2,2'-methylenebis{4-(1,1,3,3-tetramethylbutyl)-6-(2H-benzotriazol-2-yl)phenol}